O1C(COC2=C1C=CC=C2)CNC(CNC(=O)C2=CC=C(C=C2)C2=CC=C(C=C2)CC)=O N-{2-[(2,3-dihydro-1,4-benzodioxin-2-ylmethyl)amino]-2-oxoethyl}-4'-ethylbiphenyl-4-carboxamide